1-[bis(phenylmethyl)amino]-3-[(2-butyl)oxy]-2-propanol C1(=CC=CC=C1)CN(CC(COC(C)CC)O)CC1=CC=CC=C1